Monothioglycol C(CS)O